1-(2-(4-(4-(2-methoxyethyl)phenyl)-1H-imidazol-2-yl)piperidin-1-yl)-2-(methylsulfanyl)propan-1-one COCCC1=CC=C(C=C1)C=1N=C(NC1)C1N(CCCC1)C(C(C)SC)=O